CC1=CC=C(C=C1)S(=O)(=O)OCCC(C(C)C)(C)O (3-hydroxy-3,4-dimethyl-pentyl) 4-methylbenzenesulfonate